carboxyphenoxy(propane) C(=O)(O)C1=C(OCCC)C=CC=C1